C(C)(C)C1=CC=C(COC(C=2C(O)=CC=CC2)=O)C=C1 salicylic acid 4-iso-propylbenzyl ester